(S)-2-(difluoromethyl)-5-(4-(4-(difluoromethyl)pyrazolo[1,5-a]pyridin-2-yl)-6,7-dihydro-1H-imidazo[4,5-c]pyridin-5(4H)-yl)-1,3,4-oxadiazole FC(C=1OC(=NN1)N1[C@@H](C2=C(CC1)NC=N2)C2=NN1C(C(=CC=C1)C(F)F)=C2)F